FC1CCN(CC1)C1=NC(=CC(=N1)NC(C1=C(C=C(C=C1)NS(=O)(=O)[C@@H](CO)C)N1CCC2(CC2)CC1)=O)C (R)-N-(2-(4-Fluoropiperidin-1-yl)-6-methylpyrimidin-4-yl)-4-((2-hydroxy-1-methylethyl)sulfonamido)-2-(6-azaspiro[2.5]octan-6-yl)benzamide